C(CCCCCCCCCCCC=CCCCCCC)(=O)OCCCCCCCCCCCCCCCCCCCCC(CC)C 21-methyltricosyl eicos-13-enoate